benzyl (R)-2-(((trifluoromethyl)sulfonyl)oxy)-3-cyclohexyl-propanoate FC(S(=O)(=O)O[C@@H](C(=O)OCC1=CC=CC=C1)CC1CCCCC1)(F)F